(R)-4-(2-chloro-7-(4-chloro-1-ethyl-1H-pyrazol-5-yl)thieno[3,2-d]Pyrimidine-4-yl)-3-methylmorpholine ClC=1N=C(C2=C(N1)C(=CS2)C2=C(C=NN2CC)Cl)N2[C@@H](COCC2)C